CC1=NC2=CC3=C(C=C2C(N1)=O)O[C@@H](COCCO3)C (R)-2,7-dimethyl-7,8,10,11-tetrahydro-[1,4,7]trioxonino[2,3-g]quinazolin-4(3H)-one